OC(CCCCC=CC=CC=CC=CC=CC(=O)O)CCCCCC 16-hydroxy-docosapentaenoic acid